ClC1=CC(=C(C=C1)N1N=NC(=C1)C=O)C1=NC=NC(=C1)OC 1-[4-chloro-2-(6-methoxypyrimidin-4-yl)phenyl]-1H-1,2,3-triazole-4-carbaldehyde